2-hexynoic acid C(C#CCCC)(=O)O